C1(=CC=C(C=C1)C(C#N)C)C(C#N)C 2,2'-(1,4-phenylene)dipropionitrile